C(CCC\C=C/CC)OC(CCC(=O)OCCCCCCCNCCCO)OCCCC\C=C/CC 7-((3-hydroxypropyl)amino)heptyl 4,4-bis(((Z)-oct-5-en-1-yl)oxy)butanoate